N-[(3R,5S)-1-[8-(difluoromethyl)quinolin-5-yl]-5-methylpiperidin-3-yl]-2-(4-hydroxypiperidin-1-yl)propanamide FC(C=1C=CC(=C2C=CC=NC12)N1C[C@@H](C[C@@H](C1)C)NC(C(C)N1CCC(CC1)O)=O)F